diphenoxyethyl-phosphine chloride [Cl-].O(C1=CC=CC=C1)C(CP)OC1=CC=CC=C1